NC1=CC(=C(C(=O)N2CCN(CC2)C(=O)C2CCN(CC2)C(=O)OC(C)(C)C)C=C1)Cl tert-Butyl 4-(4-(4-amino-2-chlorobenzoyl)piperazine-1-carbonyl)piperidine-1-carboxylate